N12CCCCCC2=NCCC1.O=C1C2=CC=CC=C2OC=2C=CC(=CC12)C(C(=O)O)C 2-(9-oxoxanthen-2-yl)propionic acid 1,8-diazabicyclo[5.4.0]-undec-7-ene salt